isodecyl methacrylate lauryl-acrylate C(CCCCCCCCCCC)OC(C=C)=O.C(C(=C)C)(=O)OCCCCCCCC(C)C